2-(5-phenyloxazolyl)-benzene C1(=CC=CC=C1)C1=CN=C(O1)C1=CC=CC=C1